C(C=C)(=O)O.NCCC(=O)O.NCCC(=O)O bisβ-alanine acrylate